C(C1=CC=CC=C1)(C1=CC=CC=C1)NCC(=O)OC(C)(C)C Tert-butyl N-benzhydryl-glycinate